ClC1=C(C=CC(=C1)F)C1=CC(OC2=NC(=CC=C21)N(CC(=O)OC)C)=O methyl N-(4-(2-chloro-4-fluorophenyl)-2-oxo-2H-pyrano[2,3-b]pyridin-7-yl)-N-methylglycinate